N-(2-(3'',5'-Dichloro-4''-hydroxy-6''-methyl-2,2''-dicarbonyl-2H,2''H-[1,2':4',1''-terpyridine]-3-yl)propane-2-yl)acetamide ClC=1C(N(C(=CC1O)C)C1=CC(=NC=C1Cl)N1C(C(=CC=C1)C(C)(C)NC(C)=O)=C=O)=C=O